NC1CCC2=C(N(C=C21)CC)C(=O)NC2=CC(=C(C=C2)F)Cl 4-amino-N-(3-chloro-4-fluorophenyl)-2-ethyl-2,4,5,6-tetrahydrocyclopenta[c]pyrrole-1-carboxamide